FC(C(=O)O)(F)F.FC1(C2CC(CC12)NC1=CC=C2CCNCC2=C1)F N-(6,6-difluorobicyclo[3.1.0]hexane-3-yl)-1,2,3,4-tetrahydroisoquinolin-7-amine trifluoroacetate